O1C(CCCC1)OCCOC1C(CCC1)OCCOC1OCCCC1 1,2-bis(2-((tetrahydro-2H-pyran-2-yl)oxy)ethoxy)cyclopentane